FC1=C(C=CC(=C1)OC1=CC(=NC=C1)N1CC(C(CC1)OC)(C)C)NC1=NC=NC2=CC(=C(C=C12)NC1CCN(CC1)C(C=C)=O)OC 1-(4-((4-((2-fluoro-4-((2-(4-methoxy-3,3-dimethylpiperidin-1-yl)pyridin-4-yl)oxy)phenyl)amino)-7-methoxyquinazolin-6-yl)amino)piperidin-1-yl)prop-2-en-1-one